NC1=C(C(=NC=C1C(=O)OCC)Cl)Br ethyl 4-amino-5-bromo-6-chloronicotinate